3-isopropyl-[1,2,4]triazolo[4,3-b]pyridazine-6,8-diamine C(C)(C)C1=NN=C2N1N=C(C=C2N)N